C[C@@H]1OC[C@@H](S1)CCC (2R,4S)-2-methyl-4-propyl-1,3-oxathiolane